[C@H]1([C@H](O)[C@@H](O)[C@H](O)[C@H](O1)CO)[C@@]([C@@H](C(CO)=O)O)(O)[C@H](O)CO 4-α-D-glucopyranosyl-D-fructose